2-(4-bromo-3-methyl-phenyl)-8-chloro-3,4-dihydroquinazoline-4-carboxylic acid BrC1=C(C=C(C=C1)C1=NC2=C(C=CC=C2C(N1)C(=O)O)Cl)C